C1(=CC=CC=C1)C=1C=C(C=CC1)C1=CC=C(C=C1)C1=NC(=NC(=N1)C1=CC=CC=C1)N1C2=CC=CC=C2C2=CC=C3C(=C12)N(C=1C=CC=CC13)C1=CC=CC=C1 11-(4-(3'-phenyl-1,1'-biphenyl-4-yl)-6-phenyl-1,3,5-triazin-2-yl)-12-phenyl-11H,12H-indolo[2,3-a]carbazole